ClC1=C(C=CC(=C1)Cl)CN1C(CCC1=O)CC(=O)O\C(=N/CC)\NCCCN(C)C [(Z)-[3-(dimethylamino)propylamino]-(ethylimino)methyl] 2-[1-[(2,4-dichlorophenyl)methyl]-5-oxopyrrolidin-2-yl]acetat